tert-butyl ((1-benzyl-4-methoxypiperidin-4-yl)methyl)carbamate C(C1=CC=CC=C1)N1CCC(CC1)(OC)CNC(OC(C)(C)C)=O